racemic-(2R,4R)-2-(3-(1,3-dioxolan-2-yl)pyridin-2-yl)-4-(trifluoromethyl)piperidine-1-carboxylic acid tert-butyl ester C(C)(C)(C)OC(=O)N1[C@H](C[C@@H](CC1)C(F)(F)F)C1=NC=CC=C1C1OCCO1 |r|